2-(morpholin-4-yl)-8-(1H-pyrazol-5-yl)-4-(thiophen-2-yl)-1,7-naphthyridine N1(CCOCC1)C1=NC2=C(N=CC=C2C(=C1)C=1SC=CC1)C1=CC=NN1